5-(2-oxopyrrolidin-1-yl)-1H-pyrrole O=C1N(CCC1)C1=CC=CN1